2-[[4,5-dimethyl-6-[(4-methyl-1,3-benzothiazol-2-yl)amino]pyridazin-3-yl]amino]thiazole-4-carboxylic acid CC1=C(N=NC(=C1C)NC=1SC2=C(N1)C(=CC=C2)C)NC=2SC=C(N2)C(=O)O